CC1(NC(C=2C1=NC=CC2)=O)C 7,7-dimethyl-6,7-dihydropyrrolo[3,4-b]pyridin-5-one